CN(C(=O)NC=1C(N(C=C(C1)C(F)(F)F)C)=O)C1CCN(CC1)C=1C=CC(=NC1)NC(=O)C1CC1 N-(5-(4-(1-methyl-3-(1-methyl-2-oxo-5-(trifluoromethyl)-1,2-dihydropyridin-3-yl)ureido)piperidin-1-yl)pyridin-2-yl)cyclopropanecarboxamide